4-((3-(ethoxymethyl)-3-phenethyl-pyrrolidin-1-yl)methyl)-1-methyl-1H-pyrazole C(C)OCC1(CN(CC1)CC=1C=NN(C1)C)CCC1=CC=CC=C1